C1(CC1)C(=O)NC1=NC=C(C(=O)NOC)C(=C1)NC1=C(C(=CC=C1)C1=NN(C=N1)C)OC 6-(Cyclopropanecarboxamido)-N-methoxy-4-((2-methoxy-3-(1-methyl-1H-1,2,4-triazol-3-yl)phenyl)amino)-nicotinamide